tert-butyl (1R,5S)-3-(6-(8-chloronaphthalen-1-yl)-4-cyano-3-(((S)-1-methylpyrrolidin-2-yl)methoxy)-5,6,7,8-tetrahydro-2,6-naphthyridin-1-yl)-3,8-diazabicyclo[3.2.1]octane-8-carboxylate ClC=1C=CC=C2C=CC=C(C12)N1CC=2C(=C(N=C(C2CC1)N1C[C@H]2CC[C@@H](C1)N2C(=O)OC(C)(C)C)OC[C@H]2N(CCC2)C)C#N